Sodium meta-carboxybenzenesulfonate C(=O)(O)C=1C=C(C=CC1)S(=O)(=O)[O-].[Na+]